[4-(ethoxycarbonyl)phenyl](iodo)zinc C(C)OC(=O)C1=CC=C(C=C1)[Zn]I